CC(C)OC1=NC=CC=C1B(O)O [2-(propan-2-yloxy)pyridin-3-yl]boronic acid